(S)-tert-Butyl 3-(4-(2-((4-chloro-5-cyclopropyl-2-methoxyphenyl)amino)propanoyl)piperazin-1-yl)azetidine-1-carboxylate ClC1=CC(=C(C=C1C1CC1)N[C@H](C(=O)N1CCN(CC1)C1CN(C1)C(=O)OC(C)(C)C)C)OC